C(C)[Mg]Br Ethylmagnesium bromide